C(#N)[C@H](CC1=CC=C2C3=C(COC2=C1)C=C(C(=C3)F)F)NC(=O)[C@H]3OCCCNC3 (S)-N-((S)-1-Cyano-2-(8,9-difluoro-6H-benzo[c]chromen-3-yl)ethyl)-1,4-oxazepane-2-carboxamide